(S)-N-(5-(cyclopropylmethoxy)-4-fluoropyridin-2-yl)-2-((S)-4,4-difluoro-3-(6-oxo-1,6-dihydropyridin-3-yl)piperidin-1-yl)propionamide C1(CC1)COC=1C(=CC(=NC1)NC([C@H](C)N1C[C@@H](C(CC1)(F)F)C1=CNC(C=C1)=O)=O)F